ethyl-(2-hydroxyethyl)dimethylammonium ethyl-sulfate C(C)OS(=O)(=O)[O-].C(C)[N+](C)(C)CCO